2-(4-fluorophenyl)cyclopropylamine FC1=CC=C(C=C1)C1C(C1)N